CC(C#CC=1C=C(C=NC1)OC1=C(N=NN1)C(=O)O)(C)C 5-((5-(3,3-dimethylbut-1-ynyl)pyridin-3-yl)oxy)-1H-1,2,3-triazole-4-carboxylic acid